OCC[N+](C)(C)C anti-cholin